C(C)(C)(C)OC(COCC1CCN(CC1)C(=O)OCC1=CC=CC=C1)=O benzyl 4-((2-(tert-butoxy)-2-oxoethoxy)methyl)piperidine-1-carboxylate